C(C)(C)(C)OC(=O)N1C2CN(CC1C2)CC2=C(N=C1N2C=CC=C1)C1=CC=C(C=C1)Cl.FC=1C=C(C=C(C1O)O)C(C)=O 1-(3-fluoro-4,5-dihydroxyphenyl)ethan-1-one tert-Butyl-3-{[2-(4-chlorophenyl)imidazo[1,2-a]pyridin-3-yl]methyl}-3,6-diazabicyclo[3.1.1]heptane-6-carboxylate